C(C1=CC=CC=C1)C1C[C@@H]2[C@@H](CN(C2)CC(O)C2=CC=C(C=C2)O)C1 rac-4-{2-[(3aR,5R,6aS)-5-benzyl-octahydrocyclopenta[c]pyrrol-2-yl]-1-hydroxyethyl}phenol